BrC1=NC=CC(=C1)OCCCCO 4-((2-bromopyridin-4-yl)oxy)butan-1-ol